C(CCCCCCCCCCC)(=O)OC(CN(CC(CCCCCCCCCC)OC(CCCCCCCCCCC)=O)CCCN(C)C)CCCCCCCCCC ((3-(dimethylamino)propyl)azanediyl)bis(dodecane-1,2-diyl) didodecanoate